C(CCC)N(CCC1=CNC2=CC=CC=C12)C N-butyl-N-Methyltryptamine